ClC1=CC2=C(N=C(S2)C2CC3(CC(C3)NC(=O)C3=CC(=NC=C3)S(=O)(=O)C3CC3)C2)C=C1 N-[6-(6-chloro-1,3-benzothiazol-2-yl)spiro[3.3]heptan-2-yl]-2-cyclopropylsulfonyl-pyridine-4-carboxamide